ClC=1C(=CC(=NC1)OC)OC 5-chloro-2,4-dimethoxypyridine